NC1=CC(=NC=N1)NC1=CC2=C(C=N1)C=NN2C2=C(C#N)C=CC=C2Cl 2-(6-((6-aminopyrimidin-4-yl)amino)-1H-pyrazolo[4,3-c]pyridin-1-yl)-3-chlorobenzonitrile